6-(2-(1-Methyl-1H-pyrazol-3-yl)cyclobutyl)-4-oxo-1-(1-(6-(trifluoromethyl)pyridin-3-yl)ethyl)-4,5-dihydro-1H-pyrazolo[3,4-d]pyrimidin-3-carbonitril CN1N=C(C=C1)C1C(CC1)C=1NC(C2=C(N1)N(N=C2C#N)C(C)C=2C=NC(=CC2)C(F)(F)F)=O